5-(benzo[c][1,2,5]oxadiazol-5-yl)-4-chloropyridin-2-amine N=1ON=C2C1C=CC(=C2)C=2C(=CC(=NC2)N)Cl